N[C@H](C=1N=C2N(N=CC(=N2)[C@@H](COC)N2C(N[C@@H](C2)C(F)(F)F)=O)C1)C1CCC(CC1)(F)F (S)-1-((S)-1-(6-((S)-amino(4,4-difluorocyclohexyl)methyl)imidazo[1,2-b][1,2,4]triazin-3-yl)-2-methoxyethyl)-4-(trifluoromethyl)imidazolidin-2-one